2-Ethyl-1,4-dimethylimidazolium tetraphenylborat C1(=CC=CC=C1)[B-](C1=CC=CC=C1)(C1=CC=CC=C1)C1=CC=CC=C1.C(C)C=1N(C=C([NH+]1)C)C